N(=O)C(CC)(CC)N=O Dinitroso-Pentan